8-bromo-6-(2,6-dichlorophenyl)-2-methylsulfanyl-pyrido[4,3-d]Pyrimidin-5-one BrC1=CN(C(C2=C1N=C(N=C2)SC)=O)C2=C(C=CC=C2Cl)Cl